2-((S)-1-(4-(6-((4-cyano-2-fluorobenzyl)oxy)pyridin-2-yl)-2-oxopiperazin-1-yl)ethyl)-1-(((S)-oxetan-2-yl)methyl)-1H-benzo[d]imidazol-6-carboxylic acid C(#N)C1=CC(=C(COC2=CC=CC(=N2)N2CC(N(CC2)[C@@H](C)C2=NC3=C(N2C[C@H]2OCC2)C=C(C=C3)C(=O)O)=O)C=C1)F